2-amino-4-bromo-6-fluoro-benzamide NC1=C(C(=O)N)C(=CC(=C1)Br)F